OC(COC1=CC=C2C(=CC(OC2=C1)=O)C)CO 7-(2,3-dihydroxypropoxy)-4-methylcoumarin